[Si](C)(C)(C(C)(C)C)OCC1CCC(CC1)C=O (1s,4s)-4-(((tert-butyldimethylsilyl)oxy)methyl)cyclohexane-1-carbaldehyde